FC(C(=O)N1[C@@H](N(CC1)C(=O)N([C@@H](C(C)C)C(=O)OCC1=CC=CC=C1)C)COS(=O)(=O)C1=CC=C(C)C=C1)(C)C benzyl N-((S)-3-(2-fluoro-2-methylpropanoyl)-2-((tosyloxy)methyl)imidazolidine-1-carbonyl)-N-methyl-L-valinate